N1(CCC1)C[C@H]1N(C2=CC=CC=C2C1)C(=O)[O-] (S)-2-(azetidin-1-ylmethyl)indoline-1-carboxylate